1-(4-((4-(4-amino-3-(4-phenoxyphenyl)-1H-pyrazolo[3,4-d]pyrimidin-1-yl)piperidin-1-yl)methyl)-3-fluoropyridin-2-yl)dihydropyrimidine-2,4(1H,3H)-dione NC1=C2C(=NC=N1)N(N=C2C2=CC=C(C=C2)OC2=CC=CC=C2)C2CCN(CC2)CC2=C(C(=NC=C2)N2C(NC(CC2)=O)=O)F